N1=CNC(C1)C#N 4,5-dihydro-3H-imidazole-4-carbonitrile